1-(3,4-difluoro-2-methylphenyl)-5-(trifluoromethyl)-1H-pyrazole-4-carboxamide FC=1C(=C(C=CC1F)N1N=CC(=C1C(F)(F)F)C(=O)N)C